N1CCC(CC1)CC1=C(C(=NC(=N1)N)N)C1=NC=CC=C1 (piperidin-4-ylmethyl)-5-pyridin-2-ylpyrimidine-2,4-diamine